ClC=1C=C(OCCN2[C@@H](CCC2)C(=O)OC)C=CC1C=O methyl (2-(3-chloro-4-formylphenoxy)ethyl)-L-prolinate